3-methyl-4-{2-[6-(trifluoromethyl)imidazo[1,2-a]pyridin-3-yl]pyrimidin-4-yl}piperazine-2-carboxamide silicon [Si].CC1C(NCCN1C1=NC(=NC=C1)C1=CN=C2N1C=C(C=C2)C(F)(F)F)C(=O)N